FC1=CC=CC(=N1)C1=CC=C(C=C1)CC1=CC2=C(C(N1C)=O)C=NN2C2CCOCC2 (s)-6-[[4-(6-fluoro-2-pyridinyl)phenyl]methyl]-5-methyl-1-tetrahydropyran-4-yl-pyrazolo[4,3-c]pyridin-4-one